Lithium 1,4,7,10-tetraoxo-1-((3-(N-(1-phenethylpiperidin-4-yl)propionamido)phenyl)amino)-2,5,8,11-tetraazatridecan-13-oate O=C(NCC(NCC(NCC(NCC(=O)[O-])=O)=O)=O)NC1=CC(=CC=C1)N(C(CC)=O)C1CCN(CC1)CCC1=CC=CC=C1.[Li+]